N-(4-methoxybenzyl)propa-2-en-1-amine COC1=CC=C(CNCC=C)C=C1